(((2-methoxyoctadecyl)oxy)methyl)benzene COC(COCC1=CC=CC=C1)CCCCCCCCCCCCCCCC